chloro-5-fluoro-6-(6-(2-hydroxypropan-2-yl)-7-methoxyimidazo[1,2-b]pyridazin-3-yl)nicotinonitrile ClC1=C(C#N)C=C(C(=N1)C1=CN=C2N1N=C(C(=C2)OC)C(C)(C)O)F